C(C)OC(=O)C=1C(C=C2N([C@@H](CN3N=C4C(=CC=CC4=C32)OCCCOC)C(C)(C)C)C1)=O (R)-6-(tert-butyl)-10-(3-methoxypropoxy)-2-oxo-6,7-dihydro-2H-pyrido[2',1':3,4]pyrazino[1,2-b]indazole-3-carboxylic acid ethyl ester